pentaazaacenaphthene N1NC2=NN=NC3=CC=CC1=C23